C(C)C1=CC=C(C=C1)C(\C=C\C1=CC=C(C=C1)O)=O (2E)-1-(4-Ethylphenyl)-3-(4-hydroxyphenyl)prop-2-en-1-one